COC(=O)C1=CC2=C(C(=N1)C=1N(C=C(N1)C1=CC(=NN1C[C@@H]1OCC1)C)C)C=NN2C |r| (rac)-1-methyl-4-(1-methyl-4-{3-methyl-1-[(oxetan-2-yl)methyl]-1H-pyrazol-5-yl}-1H-imidazol-2-yl)-1H-pyrazolo[4,3-c]pyridine-6-carboxylic acid methyl ester